NC1=NC2=CC(=CC(=C2C=C1Cl)F)CCC=1[C@H]([C@H]([C@@H](C1)N1C2=NC=NC(=C2N=C1)N)O)O (1S,2R,5R)-3-(2-(2-amino-3-chloro-5-fluoroquinolin-7-yl)ethyl)-5-(6-amino-9H-purin-9-yl)cyclopent-3-en-1,2-diol